N1N=CC(=C1)C1=NC=C(C(=N1)C=1N=NC(=CC1)OC1CC(NC(C1)(C)C)(C)C)N 2-(1H-pyrazol-4-yl)-4-{6-[(2,2,6,6-tetramethylpiperidin-4-yl)oxy]pyridazin-3-yl}pyrimidin-5-amine